N-(4-Cyclohexylthiazol-2-yl)-4-fluoro-2-((1-methylethyl)sulfonamido)benzamide C1(CCCCC1)C=1N=C(SC1)NC(C1=C(C=C(C=C1)F)NS(=O)(=O)C(C)C)=O